tert-butyl 2-bromo-5,6-dihydro-[1,2,4]triazolo[1,5-a]pyrazine-7(8H)-carboxylate BrC1=NN2C(CN(CC2)C(=O)OC(C)(C)C)=N1